Tert-butyl N-[2-[2-[2-[3-[1-(2,6-dioxo-3-piperidyl)-3-methyl-2-oxo-benzimidazol-4-yl]prop-2-ynoxy]ethoxy]ethoxy]ethyl]carbamate O=C1NC(CCC1N1C(N(C2=C1C=CC=C2C#CCOCCOCCOCCNC(OC(C)(C)C)=O)C)=O)=O